FC=1C=CC=C2C=C(NC(C12)=O)CCC(=O)N1CCC(CC1)NC1=CC=C(C#N)C=C1 4-((1-(3-(8-fluoro-1-oxo-1,2-dihydroisoquinolin-3-yl)propanoyl)piperidin-4-yl)amino)benzonitrile